5-trifluoromethylindoline-2,3-dione FC(C=1C=C2C(C(NC2=CC1)=O)=O)(F)F